3,5-dimethoxy-aniline COC=1C=C(N)C=C(C1)OC